C(C)(S)S 1,1-ethanedithiol